C(C1=CC=CC=C1)C(C(=O)O)(CCCC)O[Si](C)(C)C benzyl-((trimethylsilyl)oxy)caproic acid